4-benzyl 1-(tert-butyl) (R)-2-(((3-bromo-6-(methoxycarbonyl)pyridin-2-yl)oxy)methyl)piperazine-1,4-dicarboxylate BrC=1C(=NC(=CC1)C(=O)OC)OC[C@@H]1N(CCN(C1)C(=O)OCC1=CC=CC=C1)C(=O)OC(C)(C)C